ClC=1C=C(OC(C(=O)OCC)F)C=C(C1CC1=CC(=C(C=C1)O[Si](C(C)C)(C(C)C)C(C)C)C(C)C)Cl ethyl 2-(3,5-dichloro-4-(3-isopropyl-4-((triisopropylsilyl)oxy)benzyl)phenoxy)-2-fluoroacetate